4-Bromo-1-[2-bromo-4-(1,1,1,2,3,3,3-heptafluoropropan-2-yl)-6-(trifluoromethoxy)phenyl]-1H-pyrazol BrC=1C=NN(C1)C1=C(C=C(C=C1OC(F)(F)F)C(C(F)(F)F)(C(F)(F)F)F)Br